BrC=1C(=C(C(=C2C(=CN=CC12)[Sn](C)(C)C)OC)F)F 8-bromo-6,7-difluoro-5-methoxy-4-(trimethylstannyl)isoquinoline